C1CC12CCN(CC2)C2=C(C=C1CCNC1=C2)C(=O)N 6-(6-azaspiro[2.5]octan-6-yl)indoline-5-carboxamide